8-(6-(tert-butyl)-5-(methylthio)pyridin-3-yl)-3-methyl-6-oxo-3,4-dihydro-2H,6H-pyrimido[2,1-b][1,3]thiazine-7-carbonitrile C(C)(C)(C)C1=C(C=C(C=N1)C=1N=C2SCC(CN2C(C1C#N)=O)C)SC